8-((4-fluoro-2-methylindolin-1-yl)methyl)-N,N-dimethyl-2-morpholino-4-oxo-4H-chromene-6-carboxamide FC1=C2CC(N(C2=CC=C1)CC=1C=C(C=C2C(C=C(OC12)N1CCOCC1)=O)C(=O)N(C)C)C